Methyl (R)-6-(tert-butyl)-10-((8-ethoxy-8-oxooctyl)oxy)-2-oxo-6,7-dihydro-2H-pyrido[2',1':3,4]pyrazino[1,2-b]indazole-3-carboxylate C(C)(C)(C)[C@H]1N2C(C=3N(N=C4C(=CC=CC34)OCCCCCCCC(=O)OCC)C1)=CC(C(=C2)C(=O)OC)=O